CN1N=CC(=C1)C=1C=C(C=C(C1)C=1SC=CC1)C(C)NC(=O)C1=C(C=CC=C1)CCC(=O)OC methyl 3-(2-((1-(3-(1-methyl-1H-pyrazol-4-yl)-5-(thiophen-2-yl)phenyl)ethyl)carbamoyl) phenyl)propanoate